2,5-dimethyl-2,5-hexanediol diacetate C(C)(=O)OC(C)(CCC(C)(OC(C)=O)C)C